CC=1OC2=C(N1)C=CC=1CC[C@H](C12)CCNC(C)=O (S)-N-[2-(2-Methyl-7,8-dihydro-6H-indeno[5,4-d][1,3]oxazol-8-yl)ethyl]acetamid